ClC=1C=C(OC2=NN(C=C2)CC(=O)OC(C)(C)C)C=CC1[N+](=O)[O-] tert-butyl [3-(3-chloro-4-nitrophenoxy)-1H-pyrazol-1-yl]acetate